3-isopropyl-1H-indol-5-yl-piperidine-1-carboxylic acid tert-butyl ester C(C)(C)(C)OC(=O)N1C(CCCC1)C=1C=C2C(=CNC2=CC1)C(C)C